2,4-Dimethyl-1,3-oxazol CC=1OC=C(N1)C